CC1(CCN(CC1)C1=C(C=CC=C1)[N+](=O)[O-])OC1=NC=CC=C1 2-((4-methyl-1-(2-nitrophenyl)piperidin-4-yl)oxy)pyridine